(3R,10bR)-10-fluoro-N-hydroxy-3-methyl-1,2,3,5,6,10b-hexahydropyrrolo[2,1-a]isoquinoline-8-carboxamide FC=1C=C(C=C2CCN3[C@@H](C12)CC[C@H]3C)C(=O)NO